O=C1NC(CCC1N1C(C2=CC=C(C=C2C1=O)C#CCCCCCCCCCCO)=O)=O 2-(2,6-dioxo-3-piperidyl)-5-(12-hydroxydodec-1-ynyl)isoindoline-1,3-dione